(5-{[2-(4-Chlorophenyl)imidazo[1,2-a]pyridin-3-yl]methyl}-2,5-diazabicyclo[2.2.2]oct-2-yl)-(2-methoxyphenyl)methanon ClC1=CC=C(C=C1)C=1N=C2N(C=CC=C2)C1CN1C2CN(C(C1)CC2)C(=O)C2=C(C=CC=C2)OC